2-{3-[3-(Tert-butylamino)cyclopentyl]-3H-[1,2,3]triazolo[4,5-c]pyridazin-6-yl}-5-(1H-pyrazol-4-yl)phenol dihydrochloride Cl.Cl.C(C)(C)(C)NC1CC(CC1)N1N=NC2=C1N=NC(=C2)C2=C(C=C(C=C2)C=2C=NNC2)O